NC1=NN2C(C=C(C=C2)C=2C=NC=3CCN(C(C3C2)=O)CC2=C(C=CC=C2)OC(F)(F)F)=N1 3-(2-amino-[1,2,4]triazolo[1,5-a]pyridin-7-yl)-6-(2-(trifluoromethoxy)benzyl)-7,8-dihydro-1,6-naphthyridine-5(6H)-one